COC1=CC=C(C=C1)C(=CC1(OC(=O)C2=C(C(=C(C(=C12)Cl)Cl)Cl)Cl)C=C(C1=CC=C(C=C1)OC)C1=CC=C(C=C1)N1CCCC1)C1=CC=C(C=C1)N1CCCC1 3,3-bis[1-(4-methoxyphenyl)-1-(4-pyrrolidinylphenyl)ethen-2-yl]-4,5,6,7-tetrachlorophthalide